[O-]S(=O)(=O)C(F)(F)F.C(CCCC)[N+]1=CC=C(C=C1)CCC 1-pentyl-4-propylpyridinium triflate